N-[3-[5-cyclobutylsulfonyl-2-(difluoromethoxy)phenyl]-1-methyl-pyrazol-4-yl]pyrazolo[1,5-a]pyrimidine-3-carboxamide C1(CCC1)S(=O)(=O)C=1C=CC(=C(C1)C1=NN(C=C1NC(=O)C=1C=NN2C1N=CC=C2)C)OC(F)F